C(C)(C)(C)OC(=O)N1C[C@@H](CC1)C(NC=1C=CC=C2C=CC=NC12)=O.FC1=C(C=CC(=C1)F)S(=O)(=O)N1C2CN(CC1CC2)C(=O)C2=CN=NN2 {8-[(2,4-difluorophenyl)sulfonyl]-3,8-diazabicyclo[3.2.1]oct-3-yl}(1H-1,2,3-triazol-5-yl)methanone tert-butyl-(3R)-3-(Quinolin-8-ylcarbamoyl)pyrrolidine-1-carboxylate